C(C)(C)C(C(C(C(=O)O)(C(C)C)C(C)C)(O)C(=O)O)C(=O)O.C(C)OCC ethyl ether tri-isopropyl-citrate